7-(2-hydroxyethoxy)-1,4-dihydroquinolin-4-one hydrochloride Cl.OCCOC1=CC=C2C(C=CNC2=C1)=O